1,1-bis(4-hydroxy-3-fluorophenyl)cyclododecane OC1=C(C=C(C=C1)C1(CCCCCCCCCCC1)C1=CC(=C(C=C1)O)F)F